Racemic-(R)-6-(1-(3-fluoropyridin-2-yl)ethyl)quinoline-4-carboxylic acid FC=1C(=NC=CC1)[C@H](C)C=1C=C2C(=CC=NC2=CC1)C(=O)O |r|